(3S)-4-amino-N-((1S,3r)-3-hydroxycyclohexyl)-3-methyl-N-((5-(trifluoromethyl)-2-pyridinyl)methyl)-1,3-dihydrofuro[3,4-c]quinoline-8-carboxamide NC1=NC=2C=CC(=CC2C2=C1[C@@H](OC2)C)C(=O)N(CC2=NC=C(C=C2)C(F)(F)F)[C@@H]2C[C@@H](CCC2)O